C12CN(CC2C1)C1=CC=C(C(=N1)C)CN1N=C(C(=C1)C(=O)O)Cl 1-[(6-{3-Azabicyclo[3.1.0]hex-3-yl}-2-methylpyridin-3-yl)methyl]-3-chloro-1H-pyrazole-4-carboxylic acid